N-((4-bromo-7-methoxynaphthalen-1-yl)methylene)-2-methylpropan-2-sulfinamide BrC1=CC=C(C2=CC(=CC=C12)OC)C=NS(=O)C(C)(C)C